CC1(OB(OC1(C)C)/C=C/CCCOCC(=O)OC)C Methyl 2-[(E)-5-(4,4,5,5-tetramethyl-1,3,2-dioxaborolan-2-yl)pent-4-enoxy]acetate